NCC(=O)NCO[C@@H](C(=O)OCC1=C(C=C(C=C1)OC)OC)C1CC1 2,4-Dimethoxybenzyl (R)-2-((2-aminoacetylamino) methoxy)-2-cyclopropylacetate